OC(CC(=O)O)(C(C)C)C(F)(F)F 3-hydroxy-4-methyl-3-(trifluoromethyl)pentanoic acid